(S)-1-(3-(4-amino-3-((4,6-difluoro-1-methyl-1H-benzo[d]imidazol-5-yl)ethynyl)-7-(1-methyl-1H-pyrazol-3-yl)-1H-pyrazolo[4,3-c]pyridin-1-yl)pyrrolidin-1-yl)prop-2-en-1-one NC1=NC=C(C2=C1C(=NN2[C@@H]2CN(CC2)C(C=C)=O)C#CC2=C(C1=C(N(C=N1)C)C=C2F)F)C2=NN(C=C2)C